1-propyl-3-methyl-imidazole chloride [Cl-].C(CC)N1CN(C=C1)C